ethyl 2-[2-(1-isopropyl-1H-indol-5-yl) hydrazino]-3-oxopropanoate C(C)(C)N1C=CC2=CC(=CC=C12)NNC(C(=O)OCC)C=O